CC1=CC(=NN1C1CCC(CC1)CNC(OC(C)(C)C)=O)C(F)(F)F tert-butyl ((4-(5-methyl-3-(trifluoromethyl)-1H-pyrazol-1-yl)cyclohexyl)methyl)carbamate